FC=1C(=NC=C(C1)B1OC(C(O1)(C)C)(C)C)N1CCN(CC1)C(=O)OC(C)(C)C tert-butyl 4-[3-fluoro-5-(4,4,5,5-tetramethyl-1,3,2-dioxaborolan-2-yl)-2-pyridyl]piperazine-1-carboxylate